6-methoxy-2-((1s,4s)-4-(N-methylacetamido)cyclohexyl)-N-(pyrazolo[1,5-a]pyrimidin-3-yl)-2H-indazole-5-carboxamide COC=1C(=CC2=CN(N=C2C1)C1CCC(CC1)N(C(C)=O)C)C(=O)NC=1C=NN2C1N=CC=C2